N-(9-ethyl-5-fluoro-9-hydroxy-4-methyl-10,13-dioxo-2,3,9,10,13,15-hexahydro-1H,12H-benzo[de]pyrano[3',4':6,7]indolizino[1,2-b]quinolin-1-yl)-2,3-dihydroxy-2-methylpropanamide C(C)C1(C(OCC=2C(N3CC=4C(=NC=5C=C(C(=C6C5C4C(CC6)NC(C(CO)(C)O)=O)C)F)C3=CC21)=O)=O)O